(E)-methylacetamide CCC(=O)N